FC1=C(C(=O)O)C=CC(=C1)C(C(F)(F)F)(F)F 2-fluoro-4-(1,1,2,2,2-pentafluoroethyl)benzoic acid